ClC=1C=C2C=CC(=NC2=CC1)NC(=O)[C@@H]1CC[C@H](CC1)CNC(C1=CN=C(C=C1)C(F)(F)F)=O trans-N-((4-((6-chloroquinolin-2-yl)carbamoyl)cyclohexyl)methyl)-6-(trifluoromethyl)nicotinamide